2-thiomorpholinoethan-1-ol S1CCN(CC1)CCO